benzoic acid hydroperoxide C(C1=CC=CC=C1)(=O)OO